CCCCCCCCCCCCCCCC/C=C\OC[C@H](COP(=O)(O)OCCN)OC(=O)CCCCCCC/C=C\CCCCCCCC 1-(1Z-octadecenyl)-2-oleoyl-sn-glycero-3-phosphoethanolamine